(E)-3-methylpent-2-en-4-yn-1-ol C\C(=C/CO)\C#C